ClC1=CC=C(CC2(N=C(C=3C(=N2)N(NC3)C)NC3=NNC(=C3)C)N)C=C1 6-(4-chlorobenzyl)-1-methyl-N4-(5-methyl-1H-pyrazol-3-yl)-1H-pyrazolo[3,4-d]pyrimidine-4,6-diamine